ClC=1C=C(C2=C(N1)N(C=C2)COCC[Si](C)(C)C)NCCOC 6-chloro-N-(2-methoxyethyl)-1-((2-(trimethylsilyl)ethoxy)methyl)-1H-pyrrolo[2,3-b]pyridin-4-amine